COCCN1N=CC(=C1)C1=CC=C(C=N1)CC=1C=C2C(N(C=NC2=C(C1C)C)[C@H]1CCOC[C@@H]1O)=O 1,5-anhydro-2,3-dideoxy-3-(6-((6-(1-(2-methoxyethyl)-1H-pyrazol-4-yl)pyridin-3-yl)methyl)-7,8-dimethyl-4-oxoquinazolin-3(4H)-yl)-L-threo-pentitol